CC1=C(C=C(C=C1)CO)CO (4-methyl-1,3-phenylene)dimethanol